C(C)(C)(C)OC(=O)NC(=N)N(S(=O)(=O)F)C(=O)OC(C)(C)C N,N'-di-tert-butoxycarbonyl-N'-fluorosulfonylguanidine